tert-butyl (5-(4-((4-((5-cyclopropyl-1H-pyrazol-3-yl)amino)quinazolin-2-yl)amino)benzamido)pentyl)carbamate C1(CC1)C1=CC(=NN1)NC1=NC(=NC2=CC=CC=C12)NC1=CC=C(C(=O)NCCCCCNC(OC(C)(C)C)=O)C=C1